NC1=NC=C(C=N1)C=1C=C2C(=C(C=NC2=CC1)C#N)NC(C)C1=CC=CC=C1 6-(2-aminopyrimidin-5-yl)-4-((1-phenylethyl)amino)quinoline-3-carbonitrile